7-bromo-4-vinyl-2,3-dihydrobenzofuran-5-carboxylic acid methyl ester COC(=O)C=1C=C(C2=C(CCO2)C1C=C)Br